CC1=C(C2=C(N=N1)SC1=C2N=CN=C1N1CC(C1)(O)C)C 1-(3,4-dimethylpyrimido[4',5':4,5]thieno[2,3-c]pyridazin-8-yl)-3-methylazetidin-3-ol